5-propyl-2-[1-[3-[4-(trifluoromethyl)phenyl]prop-2-ynyl]pyrazol-4-yl]-3H-imidazo[2,1-b]purin-4-one C(CC)N1C=2N(C=3N=C(NC3C1=O)C=1C=NN(C1)CC#CC1=CC=C(C=C1)C(F)(F)F)C=CN2